(sulfobutyl)Ether S(=O)(=O)(O)CCCCOCCCCS(=O)(=O)O